(S)-2-(3-(2-(2-aminoethoxy)ethoxy)propionamido)-N1,N5-bis(14-azido-3,6,9,12-tetraoxatetradecyl)glutaramide NCCOCCOCCC(=O)N[C@H](C(=O)NCCOCCOCCOCCOCCN=[N+]=[N-])CCC(=O)NCCOCCOCCOCCOCCN=[N+]=[N-]